FC1=C(OCC(=O)O)C(=CC=C1C)CN1CCNCC1 2-(2-fluoro-3-methyl-6-(piperazin-1-ylmethyl)phenoxy)acetic acid